CN(C)C(N(C)C)NC(=O)N bis(dimethylamino)methylurea